C(N)(=O)C[C@@H]1N(CCCC1)C(=O)OC(C)(C)C tert-butyl (2R)-2-(carbamoylmethyl)piperidine-1-carboxylate